(S)-(4-(7-(difluoromethyl)pyrazolo[1,5-a]pyridin-2-yl)-6,7-dihydro-1H-imidazo[4,5-c]pyridin-5(4H)-yl)(5-(2-fluoropropan-2-yl)-1,3,4-oxadiazol-2-yl)methanone FC(C1=CC=CC=2N1N=C(C2)[C@H]2N(CCC1=C2N=CN1)C(=O)C=1OC(=NN1)C(C)(C)F)F